C(C)(=O)O.C(C)(=O)O.C(C)(=O)O.C(C)(=O)O.C(CCC(CCCC(CCC(CCC)N)N)N)N tetradecane-1,4,8,11-tetramine tetraacetate